ClC=1C=CC2=C(OC3=C(C(=N2)N2CCN(CC2)CC(C(=O)OC)(C)C)C=CC(=C3)C)C1 methyl 3-(4-(7-chloro-3-methyldibenzo[b,f][1,4]oxazepin-11-yl) piperazin-1-yl)-2,2-dimethylpropionate